4-bromo-1-methyl-5-[3-(2-vinylphenoxy)propoxy]pyrazole BrC=1C=NN(C1OCCCOC1=C(C=CC=C1)C=C)C